C(C)OC(CCC#N)OCC 4,4-diethoxy-butyronitrile